(4-((((7-(1-(4-Chlorobenzyl)piperidin-3-yl)-2-methylpyrazolo[1,5-a]pyrimidin-3-yl)methyl)(methyl)amino)methyl)phenyl)methanol ClC1=CC=C(CN2CC(CCC2)C2=CC=NC=3N2N=C(C3CN(C)CC3=CC=C(C=C3)CO)C)C=C1